OC1=C(C2=CC=CC=C2C=C1C=O)C1=CC=CC2=CC=CC=C12 hydroxyl-1,1'-binaphthyl-3-monoaldehyde